isopropyl 2-(((tert-butyldimethylsilyl)oxy)methyl)-3-(2,2,2-trifluoro-N-(4-methoxybenzyl)acetamido)piperidine-1-carboxylate [Si](C)(C)(C(C)(C)C)OCC1N(CCCC1N(C(C(F)(F)F)=O)CC1=CC=C(C=C1)OC)C(=O)OC(C)C